4-amino-8-(5-fluoropyrimidin-4-yl)-3-(propylcarbamoyl)isoquinoline-2-oxide NC1=C([N+](=CC2=C(C=CC=C12)C1=NC=NC=C1F)[O-])C(NCCC)=O